2-(3-Chloro-2-fluoro-phenyl)-2-fluoro-propionic acid ClC=1C(=C(C=CC1)C(C(=O)O)(C)F)F